((1r,4r)-4-formylcyclohexyl) carbamate C(N)(OC1CCC(CC1)C=O)=O